N1(CCNCCC1)C(=O)C=1NC2=CC=C(C(=C2C1Cl)Cl)F (1,4-diazepan-1-yl)(3,4-dichloro-5-fluoro-1H-indol-2-yl)methanone